C(=O)C1=C(C=C(C=C1C)OC(CCCC1=CC=C(C=C1)N1C(C2=CC=CC=3C2=C(C1=O)C=CC3C3=CC=C(C=C3)N(C3=CC=CC=C3)C3=CC=CC=C3)=O)=O)C 4-(4-(6-(4-(diphenylamino)phenyl)-1,3-dioxo-1H-benzo[de]isoquinolin-2(3H)-yl)phenyl)butanoic acid 4-formyl-3,5-dimethylphenyl ester